3-cyclopropyl-5-[2-(cyclopropylmethoxy)-5-ethyl-sulfonylphenyl]-1-methylpyridin-2-one C1(CC1)C=1C(N(C=C(C1)C1=C(C=CC(=C1)S(=O)(=O)CC)OCC1CC1)C)=O